OCC1=CN=CO1 5-(hydroxymethyl)oxazol